C1(=CC=CC=C1)P(=C(C(=O)OCC)C)(C1=CC=CC=C1)C1=CC=CC=C1 ethyl 2-(triphenylphosphoranylidene)propanoate